FCC=1[C@@H]([C@@H]([C@H]([C@@H](C1)NCCCCOC1=CC=C(C=C1)F)O)O)O (1S,2S,3S,6R)-4-(fluoromethyl)-6-((4-(4-fluorophenoxy)butyl)amino)cyclohex-4-ene-1,2,3-triol